4-chloro-5-[(6S)-4-(2-chloro-4-fluorophenoxy)-6-methyl-5h,6h,7h,8h-pyrido[3,4-d]pyrimidin-7-yl]-2,3-dihydropyridazin-3-one ClC=1C(NN=CC1N1CC=2N=CN=C(C2C[C@@H]1C)OC1=C(C=C(C=C1)F)Cl)=O